5-fluoro-4-hydroxy-4-methylchroman FC1=C2C(CCOC2=CC=C1)(C)O